COC1=NC2=CC=C(C=C2C(=N1)NC1=C(C=C(C=C1)OC1=CC=CC=C1)C)OCCCN1CCOCC1 methoxy-N-(2-methyl-4-phenoxyphenyl)-6-(3-morpholinopropoxy)quinazolin-4-amine